C(CC(C)C)C1(C2=NC=NC2=NC=N1)N 6-(isoamyl)adenine